5-(benzo[b]thiophen-6-yl)-1-methyl-3-(pyrrolidin-1-ylmethyl)-1H-1,2,4-triazole S1C2=C(C=C1)C=CC(=C2)C2=NC(=NN2C)CN2CCCC2